6-methyl-2-(1-oxido-2,3-dihydro-1,4-benzothiazepin-4(5H)-yl)quinazolin-4(3H)-one CC=1C=C2C(NC(=NC2=CC1)N1CCS(C2=C(C1)C=CC=C2)=O)=O